(4aR,8aS)-6-[3-[4-(3-hydroxy-3-methylazetidin-1-yl)phenyl]azetidine-1-carbonyl]-4,4a,5,7,8,8a-hexahydropyrido[4,3-b][1,4]oxazin-3-one OC1(CN(C1)C1=CC=C(C=C1)C1CN(C1)C(=O)N1C[C@@H]2[C@@H](OCC(N2)=O)CC1)C